calcium decylbenzenesulfonate C(CCCCCCCCC)OS(=O)(=O)C1=CC=CC=C1.[Ca]